1-phenyl-1,4-butanediol C1(=CC=CC=C1)C(CCCO)O